C(C1=CC=CC=C1)C1=C(C(=C(C(=O)O)C=C1)CC)NC(=O)C=1NC2=CC=CC=C2C1 benzyl-1H-indole-2-carboxamido(ethyl)benzoic acid